3-((1R,4R)-5-(4-(1,4-dimethyl-2-(4-(methylsulfonyl)phenyl)-1H-pyrrolo[3,2-c]pyridin-6-yl)benzyl)-2,5-diazabicyclo[2.2.2]oct-2-yl)-2,2-dimethylpropan-1-ol CN1C(=CC=2C(=NC(=CC21)C2=CC=C(CN1[C@H]3CN([C@@H](C1)CC3)CC(CO)(C)C)C=C2)C)C2=CC=C(C=C2)S(=O)(=O)C